(E)-1-METHOXY-4-(1-PROPENYL)BENZENE COC1=CC=C(C=C1)\C=C\C